BrC=1C(=NN(N1)C)C(C)N(C(OC(C)(C)C)=O)C tert-butyl (1-(5-bromo-2-methyl-2H-1,2,3-triazol-4-yl)ethyl)(methyl)carbamate